(3R,3aR,6S,6aR)-hexahydrofuro[3,2-b]furan-3,6-diol O1[C@H]2[C@@H]([C@@H](C1)O)OC[C@@H]2O